3-(3-methoxyphenyl)acrolein COC=1C=C(C=CC1)C=CC=O